(S)-tert-Butyl (1-(5-(4-((5-chloro-3-fluoropyridin-2-yl)oxy)phenyl)-2H-tetrazol-2-yl)-3-hydroxypropan-2-yl)carbamate ClC=1C=C(C(=NC1)OC1=CC=C(C=C1)C=1N=NN(N1)C[C@@H](CO)NC(OC(C)(C)C)=O)F